tert-butyl N-[1-[3-(2,4-dichlorophenyl)-1,2,4-oxadiazol-5-yl]ethyl]carbamate ClC1=C(C=CC(=C1)Cl)C1=NOC(=N1)C(C)NC(OC(C)(C)C)=O